5-benzhydroxy-4-methyl-pyridine-2-carboxylic acid C(C1=CC=CC=C1)(C1=CC=CC=C1)OC=1C(=CC(=NC1)C(=O)O)C